FC=1C(=C2C(=NC1C1=CC=CC=C1)C1=C(O2)C=CC=C1)C1=CC=C(C=C1)F 3-fluoro-4-(4-fluorophenyl)-2-phenylbenzofuro[3,2-b]Pyridine